C(C)N(C(C=C)=O)C1=C(C=CC=C1)C#CC1=CC=CC=C1 N-ethyl-N-(2-(phenylethynyl)phenyl)acrylamide